COC1=C(C=CC(=C1)CC=C)O 2-Methoxy-4-(2-propenyl)phenol